C(C1=CC=CC=C1)N1C(N([C@H](C2=CC=C(C=C12)NC(=O)NC1=CC=C(C=C1)F)C)C)=O (S)-1-(1-benzyl-3,4-dimethyl-2-oxo-1,2,3,4-tetrahydro-quinazolin-7-yl)-3-(4-fluorophenyl)urea